ClC1=NC=C2N(C(N(C2=N1)C(C)C1=CC=C(C=C1)C=1N(C=C(N1)Cl)C)=N)C 2-chloro-9-(1-(4-(4-chloro-1-methyl-1H-imidazol-2-yl)phenyl)ethyl)-7-methyl-7,9-dihydro-8H-purin-8-imine